(Z)-5-(1-(4-amino-2-fluorobut-2-en-1-yl)-1H-benzo[d][1,2,3]triazol-4-yl)-2-methoxy-N,N-dimethylbenzenesulfonamide NC\C=C(\CN1N=NC2=C1C=CC=C2C=2C=CC(=C(C2)S(=O)(=O)N(C)C)OC)/F